O(C(=O)C)C=1C(NNC(C1)=O)=O 4-acetoxyl-1,2-dihydropyridazine-3,6-dione